N1-((3-(4-ethoxy-4-(ethoxymethyl)cyclohexyl)-5,6-dihydro-4H-pyrrolo[1,2-b]pyrazol-2-yl)methyl)-N1,N2-dimethylethane-1,2-diamine C(C)OC1(CCC(CC1)C1=C2N(N=C1CN(CCNC)C)CCC2)COCC